FC(C1=CC=C(C=N1)COC=1N=NC(=CC1)I)F 3-{[6-(difluoromethyl)pyridin-3-yl]methoxy}-6-iodo-pyridazine